3-(2,2'-dichlorobenzhydryloxy)-N-(1-adamantyl)azetidine-1-carboxamide ClC1=C(C(C2=C(C=CC=C2)Cl)OC2CN(C2)C(=O)NC23CC4CC(CC(C2)C4)C3)C=CC=C1